ethyl 4-(4-(N-(t-butoxycarbonyl) sulfamoyl)-1,4-diazepan-1-yl)-6,7-dimethoxyquinoline-3-carboxylate C(C)(C)(C)OC(=O)NS(=O)(=O)N1CCN(CCC1)C1=C(C=NC2=CC(=C(C=C12)OC)OC)C(=O)OCC